C(C)OC(=O)C1=C(C=CC(=N1)C=1C(=NC=CC1)OCC)[C@]1([C@@H](CN(CC1)CC1=CC=CC=C1)CC)C#N.BrC=1C(=C(CC2=CC(=C(\N=C/N3CCOCC3)C=C2C)C)C=CC1)F |r| 4-(3-bromo-2-fluorobenzyl)-2,5-dimethyl-N-[(Z)-morpholin-4-ylmethylidene]aniline rac-ethyl-5-((3S,4S)-1-benzyl-4-cyano-3-ethylpiperidin-4-yl)-2'-ethoxy-[2,3'-bipyridine]-6-carboxylate